C(C)(C)(C)C1=NN(C(=C1)NC(=O)NC1=C(C=C(C=C1)OC1=CC=NC=2NC(C=NC21)=O)F)C=2C=C1C=CC=NC1=CC2 1-(3-(tert-butyl)-1-(quinolin-6-yl)-1H-pyrazol-5-yl)-3-(2-fluoro-4-((3-keto-3,4-dihydropyrido[2,3-b]pyrazin-8-yl)oxy)phenyl)urea